5-(2-oxopyridin-1(2H)-yl)pyrazine-2-carboxamide O=C1N(C=CC=C1)C=1N=CC(=NC1)C(=O)N